C4-bromo-1-methyl-5-[2-(tetrahydro-2H-pyran-2-yloxy)ethyl]-1H-pyrazole BrC=1C=NN(C1CCOC1OCCCC1)C